4-(N-BOC-aminomethyl)phenylboronic acid C(=O)(OC(C)(C)C)NCC1=CC=C(C=C1)B(O)O